N1(CCC[C@H]2CCCC[C@H]12)C([C@@H](CN)N(CC1=C(C=C(C=C1)OC)OC)C1CC1)=O (2R)-1-[(4aR,8aS)-3,4,4a,5,6,7,8,8a-octahydro-2H-quinolin-1-yl]-3-amino-2-[cyclopropyl-[(2,4-dimethoxyphenyl)methyl]amino]propan-1-one